1-(2-(3-fluoro-5-(trifluoromethyl)benzyl)pyridin-4-yl)-N,N,3-trimethyl-1H-pyrazole-4-carboxamide FC=1C=C(CC2=NC=CC(=C2)N2N=C(C(=C2)C(=O)N(C)C)C)C=C(C1)C(F)(F)F